(R)-N-(8-methylisoquinolin-1-yl)-N-(piperidin-3-yl)-4-(1H-1,2,3-triazol-1-yl)benzamide CC=1C=CC=C2C=CN=C(C12)N(C(C1=CC=C(C=C1)N1N=NC=C1)=O)[C@H]1CNCCC1